2,2,2-Trichloroethyl (2-(trifluoromethyl)-6,7-dihydro-5H-cyclopenta[b]pyridin-4-yl)carbamate FC(C1=CC(=C2C(=N1)CCC2)NC(OCC(Cl)(Cl)Cl)=O)(F)F